C(#N)N1CC(CC1)NC(C1=CN=C(C=C1)N1C(CCC1)C=1C=NC=CC1)=O N-(1-cyanopyrrolidin-3-yl)-6-(2-(pyridin-3-yl)pyrrolidin-1-yl)-nicotinamide